CN1CC(C1)(C)[C@@](C=1C=C(C=NC1)C#C[C@@](C)(O)C1=NC=NC(=C1)C)(C1=CC=C(C=C1)C(C)C)O (R)-4-{5-[(R)-(1,3-dimethyl-azetidin-3-yl)-hydroxy-(4-isopropyl-phenyl)-methyl]-pyridin-3-yl}-2-(6-methyl-pyrimidin-4-yl)-but-3-yn-2-ol